C1(CC1)C1=C(C(=NO1)C1=C(C=CC=C1Cl)Cl)COC1CCN(CC1)C1=CN=C(S1)C#N 5-(4-((5-cyclopropyl-3-(2,6-dichlorophenyl)isoxazol-4-yl)methoxy)piperidin-1-yl)thiazole-2-carbonitrile